pyrazole-5-carboxylate N1N=CC=C1C(=O)[O-]